OC1=C(C=CC(=C1)C(F)(F)F)C1=C2C(=C(N=N1)NC[C@H]1CC(NCC1)=O)C=NC=C2 (R)-4-(((1-(2-hydroxy-4-(trifluoromethyl)phenyl)pyrido[3,4-d]pyridazin-4-yl)amino)methyl)piperidin-2-one